OC[C@@H](C(C)C)NCCCOC=1C(=C(C=CC1)C1=C(C(=CC=C1)OCCCN1C[C@@H](CC1)O)C)C (R)-1-(3-((3'-(3-(((R)-1-hydroxy-3-methylbutan-2-yl)amino)propoxy)-2,2'-dimethyl-[1,1'-biphenyl]-3-yl)oxy)propyl)pyrrolidin-3-ol